tert-butyl-4-(6-((3-((2,6-dimethylphenyl)amino)-1-methyl-1H-pyrazolo[3,4-d]pyrimidin-6-yl)amino)pyridazin-3-yl)piperazine-1-carboxylate C(C)(C)(C)OC(=O)N1CCN(CC1)C=1N=NC(=CC1)NC1=NC=C2C(=N1)N(N=C2NC2=C(C=CC=C2C)C)C